N-(2-(5-(6-(3-cyanopyrrolo[1,2-b]pyridazin-7-yl)-4-((tetrahydro-2H-pyran-4-yl)amino)pyridin-3-yl)-1,3,4-thiadiazol-2-yl)-2-azaspiro[3.5]non-7-yl)acetamide C(#N)C1=CC=2N(N=C1)C(=CC2)C2=CC(=C(C=N2)C2=NN=C(S2)N2CC1(C2)CCC(CC1)NC(C)=O)NC1CCOCC1